2-(6-(4-cyclopropyl-4H-1,2,4-triazol-3-yl)pyridin-2-yl)-6-(1-methyl-1H-pyrazol-3-yl)isoindolin-1-one C1(CC1)N1C(=NN=C1)C1=CC=CC(=N1)N1C(C2=CC(=CC=C2C1)C1=NN(C=C1)C)=O